N1-cyclopentyl-N1-methylbenzene-1,2-diamine C1(CCCC1)N(C=1C(=CC=CC1)N)C